C(CCCCCCC)SC1=CC=C(C(=O)C2=CC=C(C=C2)SCCCCCCCC)C=C1 4,4'-Bis(octylthio)benzophenone